FC=1C=C(C=CC1)C=1OC2=C(C=C(C=C2C(C1)=O)C)[C@@H](C)NC1=C(C(=O)O)C=CC=C1 2-[[(1R)-1-[2-(3-Fluorophenyl)-6-methyl-4-oxo-chromen-8-yl]ethyl]amino]benzoic acid